O=C1O[C@@H]([C@@H](N(C1)C(=O)OC(C)(C)C)C1=CC=CC=C1)C1=CC=CC=C1 tert-butyl (2R,3S)-6-oxo-2,3-diphenylmorpholine-4-carboxylate